2'-fluorouridine chloride [Cl-].F[C@@]1([C@@H](O[C@@H]([C@H]1O)CO)N1C(=O)NC(=O)C=C1)O